F[C@@H]1[C@]2(CC[C@@H](C[C@@H]1OC1=CC=C(N=N1)C1=C(C=C(C=C1)N1N=CC(=C1)F)O)N2C)C 2-(6-(((1R,2R,3S,5S)-2-fluoro-1,8-dimethyl-8-azabicyclo[3.2.1]octan-3-yl)oxy)pyridazin-3-yl)-5-(4-fluoro-1H-pyrazol-1-yl)phenol